(2S,3R,4S,5R,6R)-2-((2-Hydroxy-2-methyl-1-(2-propylphenyl)propyl)thio)-6-(hydroxymethyl)-4-(4-(3,4,5-trifluorophenyl)-1H-1,2,3-triazol-1-yl)tetrahydro-2H-pyran-3,5-diol OC(C(C1=C(C=CC=C1)CCC)S[C@@H]1O[C@@H]([C@@H]([C@@H]([C@H]1O)N1N=NC(=C1)C1=CC(=C(C(=C1)F)F)F)O)CO)(C)C